C(C)(C)(C)C1=CC=C(C=C1)C1CC2(CC1)CCNCC2 2-(4-(tert-Butyl)phenyl)-8-azaspiro[4.5]decane